(R)-2'-((4-methoxybenzyl)oxy)-6'-(2-(methoxymethyl)pyrrolidin-1-yl)-5-methyl-[4,4'-bipyridin]-2-amine COC1=CC=C(COC2=NC(=CC(=C2)C2=CC(=NC=C2C)N)N2[C@H](CCC2)COC)C=C1